FC(C1(CC=C(S(=O)(=O)Cl)C=C1)C)(F)F 4-(trifluoromethyl)tosyl chloride